5-((3-(ethoxymethyl)-3-(4-fluorophenethyl)pyrrolidin-1-yl)methyl)-2-methylpyridine C(C)OCC1(CN(CC1)CC=1C=CC(=NC1)C)CCC1=CC=C(C=C1)F